7,8-dimethoxy-1,3-dihydro-2H-3-benzoazepine-2-one COC1=CC2=C(CC(NC=C2)=O)C=C1OC